5-(8-((1R,2S)-2-(1-methyl-1H-indazol-6-yl)cyclopropyl)imidazo[1,2-b]pyridazin-6-yl)pyrimidine-2,4(1H,3H)-dione CN1N=CC2=CC=C(C=C12)[C@@H]1[C@@H](C1)C=1C=2N(N=C(C1)C=1C(NC(NC1)=O)=O)C=CN2